C(CCO)(=O)O hydracrylic acid